C(CCCCCCC\C=C/CCCC)(=O)OCC(OC(CCCCCCC\C=C/CCCC)=O)COP(=O)(O)OCC(O)CO 1,2-dimyristoleoylglycero-3-phospho-glycerol